C1(CC1)CCCC#CC=1C=C(C(=O)NC2=CC=C(C=C2)C2=CC=C(C=C2)NC(=O)C=2C=CC=C3C=CC=C(C23)C(=O)OC(C)(C)C)C=CC1C=1N=NN(N1)CCCC1CC1 t-butyl 8-({4'-[3-(5-cyclopropylpent-1-yn-1-yl)-4-[2-(3-cyclopropylpropyl)-2H-1,2,3,4-tetrazol-5-yl]benzamido]-[1,1'-biphenyl]-4-yl} carbamoyl)naphthalene-1-carboxylate